C1(CC1)S(=O)(=O)NC=1SC=C(N1)C(C(=O)NC1=NC=C(C=C1)C1=NC(=CN=C1)OCC)(F)F 2-(2-(cyclopropanesulfonylamino)thiazol-4-yl)-N-(5-(6-ethoxypyrazin-2-yl)pyridin-2-yl)-2,2-difluoroacetamide